normal propyl hexyl ether C(CCCCC)OCCC